CC(C)(OC(NCCOCCOCCC(=O)N1CCN(CC1)C1CCC(CC1)C(=O)OCC)=O)C Ethyl (1r,4r)-4-(4-(2,2-dimethyl-4-oxo-3,8,11-trioxa-5-azatetradecan-14-oyl)piperazin-1-yl)cyclohexane-1-carboxylate